3β-Acetoxy-17-chloro-16-formylandrosta-5,16-diene C(C)(=O)O[C@@H]1CC2=CC[C@H]3[C@@H]4CC(=C([C@@]4(C)CC[C@@H]3[C@]2(CC1)C)Cl)C=O